3-(4-hydroxyphenoxy)-2-hydroxypropyl ether OC1=CC=C(OCC(COCC(COC2=CC=C(C=C2)O)O)O)C=C1